FC=1C=CC(=C(C(=O)NCC2=CC=C(C=C2)C=2N(N=C3C2C(=NC=C3C(=O)N)OC(C(F)(F)F)C)CC3=CC=C(C=C3)OC)C1)OC (4-((5-fluoro-2-methoxybenzamido)methyl)phenyl)-2-(4-methoxybenzyl)-4-((1,1,1-trifluoropropan-2-yl)oxy)-2H-pyrazolo[4,3-c]pyridine-7-carboxamide